C(CCCCCCCCCCC)SC(CC(C)=O)C1C(=CCCC1(C)C)C 4-(dodecylthio)-4-(2,6,6-trimethyl-cyclohex-2-en-1-yl)-2-butanone